C=1([O-])C([O-])=CC=CC1.[Li+].[Li+] lithium catecholate